((2-methyl-propyl)sulfonamido)-2,3-dihydro-1H-indene-4-carboxamide CC(CS(=O)(=O)NC1CCC=2C(=CC=CC12)C(=O)N)C